10,10'-((4-Hydroxybutyl)azanediyl)bis(N,N-didecyldecanoamide) OCCCCN(CCCCCCCCCC(=O)N(CCCCCCCCCC)CCCCCCCCCC)CCCCCCCCCC(=O)N(CCCCCCCCCC)CCCCCCCCCC